C(C)(=O)[O-].C(CCCCCCCCCCCCCCCCC)OC(C)=O.[Al+3].C(C)(=O)[O-].C(C)(=O)[O-] aluminum octadecylacetate acetate